N-(3-aminopropyl)-4-[[3-(2,3-difluoro-4-methoxy-phenyl)imidazo[1,2-a]pyrazin-8-yl]amino]-2-ethyl-benzamide hydrochloride Cl.NCCCNC(C1=C(C=C(C=C1)NC=1C=2N(C=CN1)C(=CN2)C2=C(C(=C(C=C2)OC)F)F)CC)=O